3-({[(1S)-6-(thiol-3-yl)-1,2,3,4-tetrahydroisoquinolin-1-yl]methyl}amino)pyridine-4-carboxylic acid S1C=C(C=C1)C=1C=C2CCN[C@@H](C2=CC1)CNC=1C=NC=CC1C(=O)O